(+/-)-2-[4-(2,6-difluoro-4-{[5-(hydroxymethyl)-5-methyl-5,6-dihydro-4H-1,3-oxazin-2-yl]amino}phenoxy)-1H-pyrrolo[2,3-b]pyridin-3-yl]-6-methoxybenzonitrile FC1=C(OC2=C3C(=NC=C2)NC=C3C3=C(C#N)C(=CC=C3)OC)C(=CC(=C1)NC=1OC[C@@](CN1)(C)CO)F |r|